2,6-dimethoxy-3,5-diphenyl-2'-biphenyl-yl-di-t-butylphosphine COC1=C(C(=C(C=C1C1=CC=CC=C1)C1=CC=CC=C1)OC)C1=C(C=CC=C1)P(C(C)(C)C)C(C)(C)C